Phenyl 2-azido-2-deoxy-3-O-benzyl-6-O-(2-Naphthylmethyl)-1-thio-α-D-glucopyranoside N(=[N+]=[N-])[C@H]1[C@@H](SC2=CC=CC=C2)O[C@@H]([C@H]([C@@H]1OCC1=CC=CC=C1)O)COCC1=CC2=CC=CC=C2C=C1